2-(2-(2-Chloro-4-((5-chloro-4-((2-(dimethylphosphoryl)-4,5-dimethylphenyl)amino)pyrimidine-2-yl)amino)-5-methoxyphenyl)-2-azaspiro[3.5]non-7-yl)acetonitrile ClC1=C(C=C(C(=C1)NC1=NC=C(C(=N1)NC1=C(C=C(C(=C1)C)C)P(=O)(C)C)Cl)OC)N1CC2(C1)CCC(CC2)CC#N